BrC(=CC(C1=C(C=CC=C1)OC)C1=CC(=C(C(=C1)C(C)(C)C)O)C(C)(C)C)C1=CC=C(C=C1)OC 4-(3-bromo-1-(2-methoxyphenyl)-3-(4-methoxyphenyl)allyl)-2,6-di-tert-butylphenol